C1(CCC1)N1C=C(C=2C1=NC=C(C2)N)C 1-cyclobutyl-3-methylpyrrolo[2,3-b]pyridin-5-amine